Cl.NC/C(/CN1N=CN(C1=O)CC1=CC=C(S1)C=1C=CC2=C(N(C(CO2)=O)C)C1)=C\F 6-[5-(1-[(2E)-2-(aminomethyl)-3-fluoroprop-2-en-1-yl]-5-oxo-1,5-dihydro-4H-1,2,4-triazol-4-ylmethyl)thiophen-2-yl]-4-methyl-2H-1,4-benzoxazin-3(4H)-one hydrochloride